COC(=O)C1=C(NC(=C1)C1=C2C(=NC=C1)N(C=C2)S(=O)(=O)C2=CC=CC=C2)C2=CC(=C(C=C2)Cl)Cl 2-(3,4-dichlorophenyl)-5-[1-(benzenesulfonyl)-1H-pyrrolo[2,3-b]pyridin-4-yl]-1H-pyrrole-3-carboxylic acid methyl ester